FC=1C=CC(=C(C(=O)N2C3CC([C@H]([C@H]2CNC=2SC4=NC=CC=C4N2)C)C3)C1)N1N=CC=N1 N-{[(3S,4R)-2-[5-Fluoro-2-(2H-1,2,3-triazol-2-yl)benzoyl]-4-methyl-2-azabicyclo[3.1.1]heptan-3-yl]methyl}-[1,3]thiazolo[5,4-b]pyridin-2-amin